1,2,3,4-tetrahydroisoquinoline-6,7-diol C1NCCC2=CC(=C(C=C12)O)O